2-((2-nitrophenyl)(phenylamino)methyl)cyclohexan-1-one [N+](=O)([O-])C1=C(C=CC=C1)C(C1C(CCCC1)=O)NC1=CC=CC=C1